FC1=CC2=C(N(C=N2)C(=O)[O-])C=C1 5-fluoro-1H-benzo[d]imidazole-1-carboxylate